6-cyclopropyl-2-methyl-quinazoline-4-thiol C1(CC1)C=1C=C2C(=NC(=NC2=CC1)C)S